3-[(5-Chlorothiophene-2-carbonyl)amino]-N-{3-[(3S)-3-hydroxy-2-oxopyrrolidin-1-yl]-2-methylbenzene-1-sulfonyl}-alanine methyl ester COC([C@@H](NS(=O)(=O)C1=C(C(=CC=C1)N1C([C@H](CC1)O)=O)C)CNC(=O)C=1SC(=CC1)Cl)=O